CN1C=NC=2C1=NC=C(C2)NC2=C(C(NC=C2)=O)C(=O)NC2=CC=C(C=C2)N2CCN(CC2)C 4-((3-Methyl-3H-imidazo[4,5-b]pyridin-6-yl)amino)-N-(4-(4-methylpiperazin-1-yl)phenyl)-2-oxo-1,2-dihydropyridine-3-carboxamide